2-[1-(2-fluoro-4-methyl-phenyl)-1H-pyrazol-4-yl]-pyridine FC1=C(C=CC(=C1)C)N1N=CC(=C1)C1=NC=CC=C1